N[C@@H]1CN(CC1)CC1=CC=2C(=CN=C(C2C2=CC(=C(C#N)C=C2)F)C2=C(C=C(C(=C2)C)C)C)N1CC (S)-4-(2-((3-aminopyrrolidin-1-yl)methyl)-5-(2,4,5-trimethylphenyl)-1-ethyl-1H-pyrrolo[2,3-c]pyridin-4-yl)-2-fluorobenzonitrile